2-hydroxymethyl-3,4-dimethoxypyridine OCC1=NC=CC(=C1OC)OC